C(CCC(=O)OCO[N+](=O)[O-])(=O)OC(CN(C)C)COC1=C(C=CC=C1)CCC1=CC(=CC=C1)OC 1-(dimethylamino)-3-(2-(3-methoxyphenethyl)phenoxy)propan-2-yl ((nitrooxy)methyl) succinate